6-chloro-5-[(4-chlorobenzo[b]thien-2-yl)methoxy]-2-methyl-3(2H)-pyridazinone ClC=1C(=CC(N(N1)C)=O)OCC1=CC2=C(S1)C=CC=C2Cl